CN1C=NC2=CC=C(C=C2C1=O)[O-] 3-methyl-4-oxo-quinazolin-6-olate